7-((S)-sec-Butoxy)-N-(1-((1S,2R)-2-fluorocyclopropyl)-2-oxo-1,2-dihydropyridin-3-yl)-2-(1-methyl-2-oxabicyclo[2.1.1]hex-4-yl)imidazo[1,2-a]pyridine-6-carboxamide [C@H](C)(CC)OC1=CC=2N(C=C1C(=O)NC=1C(N(C=CC1)[C@@H]1[C@@H](C1)F)=O)C=C(N2)C21COC(C2)(C1)C